C(C=C)CC=1C(NC(NC1)=O)=O allyl-thymine